(2S,3R)-1-[4-(3-amino-6-isoquinolyl)-6,7-dihydro-5H-cyclopenta[d]pyrimidin-2-yl]-2-methyl-azetidin-3-ol tert-butyl-N-(6-bromo-3-isoquinolyl)-N-tert-butoxycarbonyl-carbamate C(C)(C)(C)CC(C)(C)OC(=O)N(C(=O)O[C@H]1[C@@H](N(C1)C=1N=C(C2=C(N1)CCC2)C=2C=C1C=C(N=CC1=CC2)N)C)C=2N=CC1=CC=C(C=C1C2)Br